C(C)(C)(C)OC(=O)N(C(=O)OC(C)(C)C)CC1=NNC(C2=C(C=C(C=C12)B(O)O)C1=CC=CC=C1)=O (4-((bis(tert-butoxycarbonyl)amino)methyl)-1-oxo-8-phenyl-1,2-dihydrophthalazin-6-yl)boronic acid